C(=CC)OC(C=C)=O acrylic acid propenyl ester